C1(CCCC1)O cyclopentan-1-ol